C(C)(C)(C)OC(CC1(CCN(CC1)C1=C(C=C(C=C1)NC1C(NC(CC1)=O)=O)F)NC(=O)OC(C)(C)C)=O 2-(4-((tert-Butoxycarbonyl)amino)-1-(4-((2,6-dioxopiperidin-3-yl)amino)-2-fluorophenyl)piperidin-4-yl)acetic acid tert-butyl ester